Cl.NC\C=C(\CN1N=NC2=C1C=C(C=C2C2=C(C=CC(=C2)S(NC)(=O)=O)OC)C(=O)NC)/F (Z)-1-(4-amino-2-fluorobut-2-en-1-yl)-4-(2-methoxy-5-(N-methylsulfamoyl)phenyl)-N-methyl-1H-benzo[d][1,2,3]triazol-6-carboxamide Hydrochloride